tert-butyl 7-hydroxy-2-(3-((1-methoxy-1-oxopropan-2-yl)oxy)phenyl)-2,6,6-trimethylheptanoate OCC(CCCC(C(=O)OC(C)(C)C)(C)C1=CC(=CC=C1)OC(C(=O)OC)C)(C)C